benzyl 2-(bis(tert-butoxycarbonyl) amino)-4-hydroxy-6-phenylhexanoate C(C)(C)(C)OC(=O)N(C(C(=O)OCC1=CC=CC=C1)CC(CCC1=CC=CC=C1)O)C(=O)OC(C)(C)C